COC=1C(=CN(C1C1=C(C=C(C=C1F)F)F)S(=O)(=O)C=1C=NC(=CC1)OC)CNC([2H])([2H])[2H] N-((4-methoxy-1-((6-methoxypyridin-3-yl)sulfonyl)-5-(2,4,6-trifluorophenyl)-1H-pyrrol-3-yl)methyl)methane-d3-amine